imino({[1-(8-methoxyquinolin-4-yl)piperidin-4-yl]methyl})methyl-λ6-sulfanone N=S(=O)(C)CC1CCN(CC1)C1=CC=NC2=C(C=CC=C12)OC